3-(prop-2-yn-1-yl)oxetane C(C#C)C1COC1